C(CCCCCCCCCC)OB(O)O n-undecyl-boric acid